FC1([C@H](C=2C(=CN(C2CC1)C=1C=CC=C2C=CC=NC12)S(=O)(=O)C(F)(F)F)O)F (S)-5,5-Difluoro-1-(quinolin-8-yl)-3-((trifluoromethyl)sulfonyl)-4,5,6,7-tetrahydro-1H-Indole-4-ol